4-(5-(4-(4-isobutyl-4H-1,2,4-triazol-3-yl)phenyl)pyridin-3-yl)-7-methyl-8,9-dihydropyrido[3',2':4,5]pyrrolo[1,2-a]pyrazin-6(7H)-one C(C(C)C)N1C(=NN=C1)C1=CC=C(C=C1)C=1C=C(C=NC1)C1=CC=NC2=C1C=C1N2CCN(C1=O)C